CN(C1=NC(=CC2=CC=CC=C12)C1=CSC=C1)C N,N-dimethyl-3-(thien-3-yl)isoquinolin-1-amine